[2H]C([2H])([2H])C([2H])(C[C@@H](C(=O)O)N)C([2H])([2H])[2H] L-leucine-d7